ClC1=CC=C(C=C1)C1CC(C(OO1)(C)OC)CO (6-(4-chlorophenyl)-3-methoxy-3-methyl-1,2-dioxane-4-yl)methyl alcohol